FC(C1=CC(NC=C1)=O)(F)F 4-(trifluoromethyl)pyridin-2-one